1-(2-(4-(2-(2,6-dioxopiperidin-3-yl)-1-oxoisoindolin-5-yl)piperidine-1-carbonyl)-3-methyl-1H-indol-6-yl)-3-ethylurea O=C1NC(CCC1N1C(C2=CC=C(C=C2C1)C1CCN(CC1)C(=O)C=1NC2=CC(=CC=C2C1C)NC(=O)NCC)=O)=O